(1s,4s)-N-(3-cyano-4-methoxyphenyl)-4-(5-methyl-2-oxo-1,2-dihydroquinazolin-3(4H)-yl)cyclohexanecarboxamide C(#N)C=1C=C(C=CC1OC)NC(=O)C1CCC(CC1)N1C(NC2=CC=CC(=C2C1)C)=O